CN1CCC=CC1 1-methyl-1,2,3,6-tetrahydropyridin